N-((1R,5S,7R)-2-oxabicyclo[3.2.0]heptan-7-yl)-6-((1-(1-methyl-1H-pyrazol-3-yl)-2-oxo-1,2-dihydropyridin-3-yl)amino)-8-(methylamino)imidazo[1,2-b]pyridazine-3-carboxamide [C@H]12OCC[C@@H]2C[C@H]1NC(=O)C1=CN=C2N1N=C(C=C2NC)NC=2C(N(C=CC2)C2=NN(C=C2)C)=O